4-iodo-2-(6-azaspiro[2.5]oct-6-yl)benzamide methyl-3-amino-4-(5-methoxy-2-nitrophenyl)but-2-enoate COC(C=C(CC1=C(C=CC(=C1)OC)[N+](=O)[O-])N)=O.IC1=CC(=C(C(=O)N)C=C1)N1CCC2(CC2)CC1